CN([C@H]1CN(CC1)C1CCN(CC1)C1=C(C=C(C(=C1)OC)NC1=NC=NC(=C1)N1OCC[C@@H]1C1=CC=CC=C1)NC(C=C)=O)C N-(2-(4-((R)-3-(dimethylamino)pyrrolidine-1-yl)piperidine-1-yl)-4-methoxy-5-((6-((R)-3-phenylisoxazolidine-2-yl)pyrimidine-4-yl)amino)phenyl)acrylamide